[N+](=O)([O-])C1=C2C=CN(C2=CC=C1)CCOCCOCC(=O)OCC 2-Ethyl 2-[2-[2-(4-nitroindol-1-yl)ethoxy]ethoxy]acetate